6-[3-chloro-4-(cyclopropylmethoxy)phenyl]-N-[(5-fluoro-2-morpholino-3-pyridyl)methyl]pyridazine-4-carboxamide ClC=1C=C(C=CC1OCC1CC1)C1=CC(=CN=N1)C(=O)NCC=1C(=NC=C(C1)F)N1CCOCC1